N-(3-sulfamoylphenyl)-5-(trifluoromethyl)-2-[3-(trifluoromethyl)-piperazin-1-yl]pyridine-3-carboxamide S(N)(=O)(=O)C=1C=C(C=CC1)NC(=O)C=1C(=NC=C(C1)C(F)(F)F)N1CC(NCC1)C(F)(F)F